OC(CCCCCCCC(=O)O)CCCCCCCC 9-Hydroxy-heptadecanoic acid